7-benzyl-2-chloro-4-methoxy-5,6,7,8-tetrahydropyrido[3,4-d]pyrimidine C(C1=CC=CC=C1)N1CC=2N=C(N=C(C2CC1)OC)Cl